6-methyl-8-phenyl-9,10-dihydro-9-oxa-10-phosphaphenanthrene-10-oxide CC=1C=C2C=3C=CC=CC3P(OC2=C(C1)C1=CC=CC=C1)=O